Cl.FC(OC=1C=CC2=C(C1)CO[C@@H]1[C@H]2NCCC1)F Cis-(4aS,10bS)-8-(difluoromethoxy)-2,3,4,4a,6,10b-hexahydro-1H-isochromeno[4,3-b]pyridine hydrochloride